NC1=CC(=C(C(=O)OC)C=C1N)Br Methyl 4,5-diamino-2-bromo-benzoate